6-(3-chloropyridin-4-yl)-N-(2-(4-((3,5-difluoro-4-(trifluoromethoxy)benzyl)amino)butoxy)ethyl)-1H-indazol-4-amine ClC=1C=NC=CC1C=1C=C(C=2C=NNC2C1)NCCOCCCCNCC1=CC(=C(C(=C1)F)OC(F)(F)F)F